2,6-Anhydro-4-(3-cyano-5,6-dibromo-2H-indazol-2-yl)-3,4,5-trideoxy-5-isobutyramido-D-glycero-D-galacto-non-2-enonic acid C(#N)C=1N(N=C2C=C(C(=CC12)Br)Br)[C@H]1C=C(C(=O)O)O[C@H]([C@@H]1NC(C(C)C)=O)[C@H](O)[C@H](O)CO